(S)-N-(7-(1-(1-propenylpiperidin-3-yl)-4-amino-1H-pyrazolo[3,4-d]pyrimidin-3-yl)benzo[d][1,3]dioxol-4-yl)-4-(dimethylamino)benzamide C(=CC)N1C[C@H](CCC1)N1N=C(C=2C1=NC=NC2N)C2=CC=C(C1=C2OCO1)NC(C1=CC=C(C=C1)N(C)C)=O